tert-butyl N-[3-({1-[1-(2,6-dioxopiperidin-3-yl)-3-methyl-2-oxo-1,3-benzodiazol-5-yl] piperidin-4-yl} oxy) propyl]-N-methylcarbamate O=C1NC(CCC1N1C(N(C2=C1C=CC(=C2)N2CCC(CC2)OCCCN(C(OC(C)(C)C)=O)C)C)=O)=O